N2-(4-amino-cyclohexyl)-9-isopropyl-N6-[[4-(2-pyridyl)phenyl]methyl]purine-2,6-diamine NC1CCC(CC1)NC1=NC(=C2N=CN(C2=N1)C(C)C)NCC1=CC=C(C=C1)C1=NC=CC=C1